3-(benzo[d][1,3]dioxazol-5-yl)-N-((3-(3,4-difluorophenyl)isoxazol-5-yl)methyl)propanamide Nickel-manganese [Mn].[Ni].O1NOC2=C1C=CC(=C2)CCC(=O)NCC2=CC(=NO2)C2=CC(=C(C=C2)F)F